[C@H]1(CCC2=CC=CC=C12)O (1R,2S)-(+)-indanol